3-chloro-4-(pyrimidin-4-yl)benzoic acid ClC=1C=C(C(=O)O)C=CC1C1=NC=NC=C1